methyl (E)-4-(methoxy(methyl)amino)but-2-enoate CON(C/C=C/C(=O)OC)C